FC1=C(C=CC(=C1NC)F)N(C(C1=CC=CC=C1)=O)C N-(2,4-difluoro-3-(methylamino)phenyl)-N-methylbenzamide